2-(2-((7-(2-(aminomethyl)pyridin-4-yl)-3-methylbenzo[d]isoxazol-5-yl)methoxy)phenyl)acetic acid NCC1=NC=CC(=C1)C1=CC(=CC=2C(=NOC21)C)COC2=C(C=CC=C2)CC(=O)O